C(C)(C)(C)NC(=O)C1=NC(=CC=C1OC)NC1=CC(=C(C=C1)C(F)(F)F)F N-tert-butyl-6-[3-fluoro-4-(trifluoromethyl)anilino]-3-methoxy-pyridine-2-carboxamide